benzyl N-[(1R)-4-hydroxy-1-(hydroxymethyl)butyl]carbamate OCCC[C@H](CO)NC(OCC1=CC=CC=C1)=O